N1=C(C=CC=C1)C=1C=NC=C(C1)/C(=C/C=1C=C(C=NC1C)C(=O)N[C@@H]1[C@H](CCCC1)O)/F 5-[(Z)-2-([2,3'-bipyridine]-5'-yl)-2-fluoroethenyl]-N-[(1S,2S)-2-hydroxycyclohexyl]-6-methylpyridine-3-carboxamide